(2,6-difluorophenyl)-1-piperidin-1-ylmethylenimine FC1=C(C(=CC=C1)F)C(=N)N1CCCCC1